ClC=1C=CC(=C(C1)C1=CC=C(C=C1)C[C@H](C[C@@](C(=O)O)(C)COCC)NC(=O)C1=CC(=NO1)O)F (2S,4R)-5-(5'-chloro-2'-fluoro-[1,1'-biphenyl]-4-yl)-2-(ethoxymethyl)-4-(3-hydroxyisoxazole-5-carboxamido)-2-methylpentanoic acid